trans-4-(3-(3-chloro-4-((4-methylpiperazin-1-yl)methyl)styryl)-1H-indazol-6-yl)pyrimidin-2-amine ClC=1C=C(/C=C/C2=NNC3=CC(=CC=C23)C2=NC(=NC=C2)N)C=CC1CN1CCN(CC1)C